benzyl-diethyl-decyl-ammonium chloride [Cl-].C(C1=CC=CC=C1)[N+](CCCCCCCCCC)(CC)CC